C(C)C1=NC(=C2N1C1=C(N(C2=O)CCC)C=CC(=N1)OC)C 9-ethyl-2-methoxy-7-methyl-5-propyl-imidazo[1,5-a]pyrido[3,2-e]pyrazin-6(5H)-one